N1=C(C=CC=C1)C=O pyridineformaldehyde